C1(=CC=CC=C1)N(C1=NC=C(C=N1)N)C1=CC=CC=C1 N,N-diphenylpyrimidine-2,5-diamine